N1=C(N=CC=C1)C1=CC=C(C=C1)CC(=O)N 2-(4-(pyrimidin-2-yl)phenyl)acetamide